CC(CNC(CCC(NCCCCC(NC(NC(CCC(=O)O)C(=O)O)=O)C(=O)O)=O)=O)C 19-methyl-5,13,16-trioxo-4,6,12,17-tetraazaeicosane-1,3,7-tricarboxylic acid